N1=C(OC=2C=NC=CC21)CN2CCN(CC2)C(=O)OC(C)(C)C tert-butyl 4-(oxazolo[5,4-c]pyridin-2-ylmethyl)piperazine-1-carboxylate